1,3,5-trimethyl-chlorophloroglucinol CC1(O)C(C(O)(CC(O)(C1)C)C)Cl